C(C)(C)(C)OC(=O)N1CCN(CC1)C1=NC=C(C(=N1)C=1C=NC2=CC=CC=C2C1)F 4-(5-fluoro-4-(quinolin-3-yl)pyrimidin-2-yl)piperazine-1-carboxylic acid tert-butyl ester